C1(CC1)C1=C(C(=NO1)C1=C(C=CC=C1Cl)Cl)C(=O)O[C@]12N(C[C@H](CC1)C2)C=2C(=CC1=C(N=CS1)C2F)C(=O)O (1R,4R,5R)-5-[[5-cyclopropyl-3-(2,6-dichlorophenyl)-1,2-oxazole-4-carbonyloxy]-2-azabicyclo[2.2.1]heptan-2-yl]-4-fluoro-1,3-benzothiazole-6-carboxylic acid